C(C1=CC=CC=C1)N1C=C(C(C2=CC=CC=C12)=O)C(=O)NC1=C(C=C(C(=C1)OCC1=CC=CC=C1)O)C(C)(C)C 1-benzyl-N-(5-benzyloxy-2-tert-butyl-4-hydroxy-phenyl)-4-oxo-quinoline-3-carboxamide